FC1=CC=C(C=C1)C1=NN(C(=C1O)C)C(C)C 3-(4-fluorophenyl)-1-isopropyl-5-methyl-1H-pyrazole-4-ol